tert-butyl (1S,6S)-6-(4-amino-3-methylphenyl)-7,7-difluoro-3-azabicyclo[4.1.0]heptane-3-carboxylate NC1=C(C=C(C=C1)[C@@]12CCN(C[C@H]2C1(F)F)C(=O)OC(C)(C)C)C